2-({5-[(R)-(1,3-Dimethyl-azetidin-3-yl)-hydroxy-(4-isopropyl-phenyl)-methyl]-pyridin-3-yl}-methyl-amino)-ethanol CN1CC(C1)(C)[C@@](C=1C=C(C=NC1)N(CCO)C)(C1=CC=C(C=C1)C(C)C)O